COC([C@H](CC1=CC=C(C=C1)N1C(C2(C3=CC(=C(C=C13)N(C)C)F)CC2)=O)N)=O (S)-2-amino-3-(4-(6'-(dimethylamino)-5'-fluoro-2'-oxospiro[cyclopropane-1,3'-indoline]-1'-yl)phenyl)propanoic acid methyl ester